(1R,5S,6R)-N-(2-(8-(methylthio)imidazo[1,5-a]pyridin-3-yl)prop-2-yl)-3-azabicyclo[3.1.0]hexane-6-carboxamide hydrochloride Cl.CSC=1C=2N(C=CC1)C(=NC2)C(C)(C)NC(=O)C2[C@H]1CNC[C@@H]21